glycine monosodium salt [Na+].NCC(=O)[O-]